NC1CC(CCCC1)C(=O)O 3-aminocycloheptane-1-carboxylic acid